C(C)(C)(C)OC(N[C@H](CNCC1=CC=CC=C1)C)=O (S)-(1-(benzylamino)propan-2-yl)carbamic acid tert-butyl ester